N1CCN(CCN(CCN1CC(=O)[O-])CC(=O)[O-])CC(=O)[O-] 1,4,7,10-tetraazacyclodecane-4,7,10-triacetate